C(C1=CC=CC=C1)OC1=CC=C(CSCC2=CC=C(C=C2)OCC2=CC=CC=C2)C=C1 [4-(benzyloxy) benzyl] thioether